Cl.S1C(=CC2=C1C=CC=C2)[C@@H](C)N(C(=O)N)OC(CN(CC)CC)=O |r| (RS)-N-[1-(1-benzothien-2-yl)ethyl]-N-(2-diethylamino-acetoxy)urea hydrochloride